N(=C=O)CCCCCCN(C(N(CCCCCCN=C=O)CCCCCCN=C=O)=O)C(=O)N tris-(6-isocyanatohexyl)-biuret